N-(4-Chloro-3-cyano-1H-indol-7-yl)-1-(oxetan-3-yl)pyrazol-4-sulfonamid ClC1=C2C(=CNC2=C(C=C1)NS(=O)(=O)C=1C=NN(C1)C1COC1)C#N